BrC=1C=C(C#N)C=CC1 3-Bromobenzonitrile